(R)-tert-Butyl 2-(tert-butyldimethylsilyloxy)-5-((S)-1-(3-chloro-5-fluoro-2-((4-methoxy-phenoxy) methyl)phenyl)ethylamino)pentanoate [Si](C)(C)(C(C)(C)C)O[C@@H](C(=O)OC(C)(C)C)CCCN[C@@H](C)C1=C(C(=CC(=C1)F)Cl)COC1=CC=C(C=C1)OC